ClC1=CC(=NC(=C1)NC1=CC(=CC(=C1)F)F)C(=O)NC1=CC2=C(OCCO2)C=C1 4-Chloro-6-((3,5-difluorophenyl)amino)-N-(2,3-dihydrobenzo[b][1,4]dioxin-6-yl)picolinamide